FC1=C(C(=CC=C1NS(=O)(=O)N1C[C@@H](CC1)F)F)C1=CC2=C(N=C(N=C2)NCCN2CCN(CC2)C(=O)OC(C)(C)C)N(C1=O)C tert-butyl 4-[2-[[6-[2,6-difluoro-3-[[(3R)-3-fluoropyrrolidin-1-yl]sulfonylamino]phenyl]-8-methyl-7-oxopyrido[2,3-d]pyrimidin-2-yl]amino]ethyl]piperazine-1-carboxylate